2-[3-(7-amino-2-methylsulfanyl-pyrido[2,3-d]pyrimidin-6-yl)-2,4-dichloro-phenyl]isoindoline-1,3-dione NC=1C(=CC2=C(N=C(N=C2)SC)N1)C=1C(=C(C=CC1Cl)N1C(C2=CC=CC=C2C1=O)=O)Cl